methyl 7-(((benzyloxy)-carbonyl)(methyl)-amino)-6-hydroxy-2-(3-iodophenyl)-2-methyl-heptanoate C(C1=CC=CC=C1)OC(=O)N(CC(CCCC(C(=O)OC)(C)C1=CC(=CC=C1)I)O)C